2-(4-iodophenyl)quinoxaline IC1=CC=C(C=C1)C1=NC2=CC=CC=C2N=C1